C(CCCCCCCCCCC)S(=O)[O-] laurylsulfinate